FC1=C(CNC(=O)[C@@H]2C[C@H](C2)OCC2=C(C=CC=C2)C(F)(F)F)C=CC(=C1C=1NC(C(=C(N1)C)F)=O)C(F)(F)F trans-N-[2-fluoro-3-(5-fluoro-4-methyl-6-oxo-1,6-dihydropyrimidin-2-yl)-4-(trifluoromethyl)benzyl]-3-{[2-(trifluoromethyl)benzyl]oxy}cyclobutane-1-carboxamide